tetramethylammonium acetate salt C(C)(=O)[O-].C[N+](C)(C)C